N-(4-((2-chloropyridin-4-yl)oxy)-2,5-difluorophenyl)-2-oxo-1,2,3,4-tetrahydroquinoline-3-carboxamide ClC1=NC=CC(=C1)OC1=CC(=C(C=C1F)NC(=O)C1C(NC2=CC=CC=C2C1)=O)F